[Si](C)(C)(C(C)(C)C)OC[C@H](C)N1C=NC2=C(C1=O)C=C(N=C2Cl)Cl (S)-3-(1-((tert-butyldimethylsilyl)oxy)propan-2-yl)-6,8-dichloropyrido[3,4-d]pyrimidin-4(3H)-one